COC(=O)C1=CC=2C(=NC(=CC2)OC2=C(C=CC=C2)F)N1C 6-(2-fluorophenoxy)-1-methyl-1H-pyrrolo[2,3-b]pyridine-2-carboxylic acid methyl ester